(3R,4R)-1-(cyclopropylsulfonyl)-4-((5-fluoro-7-(3-fluoro-5-(trifluoromethyl)pyridin-2-yl)pyrrolo[2,1-f][1,2,4]triazin-2-yl)amino)piperidin-3-ol C1(CC1)S(=O)(=O)N1C[C@H]([C@@H](CC1)NC1=NN2C(C=N1)=C(C=C2C2=NC=C(C=C2F)C(F)(F)F)F)O